1-(6-((2,2,3,3-tetramethyl-4,7,10,13,16,19-hexaoxa-3-silahenicosan-21-yl)oxy)naphthalen-1-yl)butane-1,3-dione CC(C)([Si](OCCOCCOCCOCCOCCOCCOC=1C=C2C=CC=C(C2=CC1)C(CC(C)=O)=O)(C)C)C